NC=1C(NC2=C3C=CC=NC3=C(C=C2C1C1=C2C=NNC2=C(C=C1)F)Br)=O 3-amino-6-bromo-4-(7-fluoro-1H-indazol-4-yl)-1H-1,7-phenanthrolin-2-one